BrC=1C2=CC=CC=C2C(=C2C=CC=CC12)C1=CC=CC2=CC=CC=C12 9-bromo-10-(naphthalen-1-yl)anthracene